NC1C(N(CC1)C)=O 3-amino-1-methylpyrrolidin-2-one